COC=1C=C2C(=CC=NC2=CC1OC)OC1=NC=C(C=N1)N 2-((6,7-dimethoxyquinolin-4-yl)oxy)pyrimidin-5-amine